COCC(C)OCC(C)OCCC 1-methoxy-2-(2-propoxypropoxy)propane